C(C1=CC=CC=C1)C=1N=C(SC1)C1=CN(C=2N=C(N=CC21)Cl)[C@H]2[C@@H]([C@@H]([C@H](C2)C2CCN(CC2)C)O)O (1R,2S,3R,5R)-3-[5-(4-benzyl-1,3-thiazol-2-yl)-2-chloropyrrolo[2,3-d]pyrimidin-7-yl]-5-(1-methylpiperidin-4-yl)cyclopentane-1,2-diol